C(C)N(\N=C(\C(=O)OCC)/Cl)C1=CC=C(C=C1)OC ethyl (Z)-ethyl-2-chloro-2-(2-(4-methoxyphenyl) hydrazono)acetate